OC1CC(CN(CC1)C(=O)OCC1=CC=CC=C1)SC benzyl 5-hydroxy-3-methylsulfanylazepane-1-carboxylate